N1=C(C=CC=C1)N[C@@H](C)C(=O)O (S)-2-pyridylalanine